tert-butyl 4-(4-(2,6-bis(benzyloxy)pyridin-3-yl)-3-oxo-3,4-dihydro-2H-benzo[b][1,4]oxazin-8-yl)piperidine-1-carboxylate C(C1=CC=CC=C1)OC1=NC(=CC=C1N1C2=C(OCC1=O)C(=CC=C2)C2CCN(CC2)C(=O)OC(C)(C)C)OCC2=CC=CC=C2